4-[2-(4-fluorophenyl)-1-oxo-2,3-dihydro-1H-pyrrolo[3,4-c]pyridin-4-yl]-3-methoxybenzoic acid FC1=CC=C(C=C1)N1CC=2C(=NC=CC2C1=O)C1=C(C=C(C(=O)O)C=C1)OC